N-(2,5-di(piperidin-1-yl)oxazolo[4,5-b]pyridin-6-yl)-2-(6-hydroxypyridin-3-yl)oxazole-4-carboxamide N1(CCCCC1)C=1OC=2C(=NC(=C(C2)NC(=O)C=2N=C(OC2)C=2C=NC(=CC2)O)N2CCCCC2)N1